CC1(NC(CC(C1)O)(C)C)C 2,2,6,6-tetramethyl-4-hydroxypiperidin